tert-butyl 8-cyano-4-(1-methyl-7-methylsulfonyl-2-oxo-4H-pyrimido[4,5-d]pyrimidin-3-yl)-3,4-dihydro-2H-quinoline-1-carboxylate C(#N)C=1C=CC=C2C(CCN(C12)C(=O)OC(C)(C)C)N1C(N(C2=NC(=NC=C2C1)S(=O)(=O)C)C)=O